C1(=CC=CC=C1)S(=O)(=O)N1C(=CC=2C1=NC(=CC2)Cl)C2=CC(=NC(=C2)C)C 1-(benzenesulfonyl)-6-chloro-2-(2,6-dimethyl-4-pyridyl)pyrrolo[2,3-b]pyridine